CN1N=C(C=C1)C1=CC=2N(C=C1)C(=CN2)C(=O)NC2=C(C=CC(=C2)C2=NN(C=N2)C)C 7-(1-methyl-1H-pyrazol-3-yl)-N-(2-methyl-5-(1-methyl-1H-1,2,4-triazol-3-yl)phenyl)imidazo[1,2-a]pyridine-3-carboxamide